N-((2R)-1-(4-(4-cyanophenyl)-2-methyl-2,8-diazaspiro-[4.5]decan-8-yl)-3-methyl-1-oxobutan-2-yl)-2-fluoro-5-(trifluoromethyl)benzamide C(#N)C1=CC=C(C=C1)C1CN(CC12CCN(CC2)C([C@@H](C(C)C)NC(C2=C(C=CC(=C2)C(F)(F)F)F)=O)=O)C